N'-(3,5-dichloro-4-hydroxyphenyl)-N,N-dimethylmethanimidamide ClC=1C=C(C=C(C1O)Cl)N=CN(C)C